4,4-dimethyl-1,3-dihydroquinolin-2-one hydrochloride Cl.CC1(CC(NC2=CC=CC=C12)=O)C